N1N=CC=C1C1CN(CC1)C(=O)N1CC(C1)C1=CC=C(C=C1)C1COCCC1 [3-(1H-Pyrazol-5-yl)pyrrolidin-1-yl]-[3-(4-tetrahydropyran-3-ylphenyl)azetidin-1-yl]methanone